N-(3-(2-((1,5-dimethyl-1H-pyrazol-3-yl)amino)-5-methylpyrimidin-4-yl)-1H-indol-7-yl)-2-(pyrrolidin-1-yl)propionamide methyl-N-(4-chlorophenyl)sulfonylcarbamate COC(NS(=O)(=O)C1=CC=C(C=C1)Cl)=O.CN1N=C(C=C1C)NC1=NC=C(C(=N1)C1=CNC2=C(C=CC=C12)NC(C(C)N1CCCC1)=O)C